4'-methyl-[1,1'-biphenyl]-4-carbaldehyde CC1=CC=C(C=C1)C1=CC=C(C=C1)C=O